C1(CC1)CN1C2=NC=NC(=C2N=C1)OC1=CC=C(C=C1)C1=CN=C(S1)NC1=CC(=CC=C1)OC 5-(4-((9-(cyclopropylmethyl)-9H-purin-6-yl)oxy)phenyl)-N-(3-methoxyphenyl)thiazol-2-amine